BrC=1C=2C(N=C3N(C2C=CC1)C1=CC=C(C=C1C3(C)C)C3CCNCC3)=O 4-bromo-7,7-dimethyl-9-(piperidin-4-yl)indolo[1,2-a]quinazolin-5(7H)-one